ClCC(=O)NCCN(C(=O)[C@H](CCC(=O)O)NC(=O)COCCOCCNC(=O)CC[C@@H](C(=O)O)NC(CBr)=O)CCNC(CCl)=O (S)-4-(2-{2-[((S)-1-{bis-[2-(2-chloro-acetylamino)-ethyl]-carbamoyl}-3-carboxy-propylcarbamoyl)-methoxy]-ethoxy}-ethylcarbamoyl)-2-(2-bromo-acetylamino)-butyric acid